C1(CCC1)C1=CC(=CN1)S(=O)(=O)NC1=NC(=C(C(=N1)OC)OC(F)F)OC 5-cyclobutyl-N-[5-(difluoromethoxy)-4,6-dimethoxy-pyrimidin-2-yl]-1H-pyrrole-3-sulfonamide